(3-(imidazo[1,2-b]pyridazin-6-yl)-1H-pyrrolo[2,3-b]pyridin-5-yl)(3-methyl-3,8-diazabicyclo[3.2.1]octan-8-yl)methanone N=1C=CN2N=C(C=CC21)C2=CNC1=NC=C(C=C12)C(=O)N1C2CN(CC1CC2)C